OC[C@@H](C[C@@H](CC=CCCCCCCCCC=C)O)O (2R,4R)-1,2,4-trihydroxyheptadeca-6,16-diene